5-fluoro-3-pyridin-amine FC=1C=C(C=NC1)N